(4-aminophenyl)boronic acid NC1=CC=C(C=C1)B(O)O